CON1C(OC=C1)C(C)(C)C 3-methoxy-tert-butyl-oxazoline